N(=C=O)CCCCCN1C(N(C(N(C1=O)CCCCCN=C=O)=O)CCCCCN=C=O)=O 1,3,5-tris(5-isocyanatopentyl)-1,3,5-triazinane-2,4,6-trione